4-allyl-1,6-heptadiene C(C=C)C(CC=C)CC=C